ClC=1N=C(C2=C(N1)COC2)N2CC=1C=C(C=NC1CC2)N2C=1N(CCC2)N=CC1 2-chloro-4-(3-(6,7-dihydropyrazolo[1,5-a]pyrimidin-4(5H)-yl)-7,8-dihydro-1,6-naphthyridin-6(5H)-yl)-5,7-dihydrofuro[3,4-d]pyrimidine